C1(CC1)NC1=NC(=NC=C1C)O[C@@H]1CN(CC1)CC(=O)NC=1C=CC=C2C(=CNC12)C1=NC(=NC=C1C)NC1=NN(C(=C1)C)C (S)-2-(3-((4-(cyclopropylamino)-5-methylpyrimidin-2-yl)oxy)pyrrolidin-1-yl)-N-(3-(2-((1,5-dimethyl-1H-pyrazol-3-yl)amino)-5-methylpyrimidin-4-yl)-1H-indol-7-yl)acetamide